(R)-1-((2,2-difluorocyclopropyl)methyl)-1H-pyrazolo[3,4-b]pyridin-6-amine FC1([C@H](C1)CN1N=CC=2C1=NC(=CC2)N)F